2-(3,4-dihydroxyphenyl)-5-methoxypyrimidine OC=1C=C(C=CC1O)C1=NC=C(C=N1)OC